(R)-1-(3-fluorophenyl)ethyl (4-(5-(ethyl sulfonamido)-6-methylpyridin-2-yl)-1-methyl-1H-1,2,3-triazol-5-yl)carbamate C(C)S(=O)(=O)NC=1C=CC(=NC1C)C=1N=NN(C1NC(O[C@H](C)C1=CC(=CC=C1)F)=O)C